ClC=1C=NN(C1C(=O)NC1=C(C=C(C=C1C)C#CC1=CC=CC=C1)F)C1CCOCC1 4-chloro-N-(2-fluoro-6-methyl-4-(phenylethynyl)phenyl)-1-(tetrahydro-2H-pyran-4-yl)-1H-pyrazole-5-carboxamide